ClC1=C2C(=CNC2=C(C=C1)NS(=O)(=O)C=1C=NN(C1)CCO)C#N N-(4-chloro-3-cyano-1H-indol-7-yl)-1-(2-hydroxyethyl)pyrazole-4-sulfonamide